C(C)(C)(C)OC(=O)N1CCN(CC1)C(C1=C(C=C(C=C1)NC(=O)C=1N(C(=CN1)Br)C)Cl)=O 4-(4-(5-bromo-1-methyl-1H-imidazole-2-carboxamido)-2-chlorobenzoyl)piperazine-1-carboxylic acid tert-butyl ester